ClC=1C(=C(C=CC1)NC1=C(NC2=C1C(NCC2)=O)C2=C(C=NC=C2)C#CC2(COCC2)NC(C=C)=O)OC N-{3-[2-(4-{3-[(3-chloro-2-methoxyphenyl)amino]-4-oxo-1H,5H,6H,7H-pyrrolo[3,2-c]pyridin-2-yl}pyridin-3-yl)ethynyl]oxolan-3-yl}prop-2-enamide